4-(1,3-dioxoisoindolin-2-yl)-2,2-difluorobutyl trifluoromethanesulfonate FC(S(=O)(=O)OCC(CCN1C(C2=CC=CC=C2C1=O)=O)(F)F)(F)F